(7R)-7-amino-3-cyclopropyl-N-(3,3-difluorocyclobutyl)-7,8-dihydro-6H-cyclopenta[g]isoquinoline-5-sulfonamide N[C@@H]1CC=2C(=C(C=3C=C(N=CC3C2)C2CC2)S(=O)(=O)NC2CC(C2)(F)F)C1